4-bromo-1-(butan-2-yl)-pyrazole BrC=1C=NN(C1)C(C)CC